methyl 2-(((S)-9-(4-chloro-2-fluorobenzyl)-1-methyl-3,4-dihydrobenzo[4,5]imidazo[1,2-a]pyrazin-2(1H)-yl)methyl)-1-(((S)-oxetan-2-yl)methyl)-1H-benzo[d]imidazole-6-carboxylate ClC1=CC(=C(CC2=CC=CC3=C2N=C2N3CCN([C@H]2C)CC2=NC3=C(N2C[C@H]2OCC2)C=C(C=C3)C(=O)OC)C=C1)F